3-(3-Chloro-4-hydroxyphenyl)-1-(2,4-difluorophenyl)prop-2-en-1-one ClC=1C=C(C=CC1O)C=CC(=O)C1=C(C=C(C=C1)F)F